FC=1C=C(C=C(C1)F)[C@@H]1CC[C@H]2OC3(C(N21)=O)CCN(CC3)C=3SC(=CN3)C#N 2-((5'S,7a'R)-5'-(3,5-difluorophenyl)-3'-oxotetrahydro-3'H-spiro[piperidine-4,2'-pyrrolo[2,1-b]oxazol]-1-yl)thiazole-5-carbonitrile